ClC1=CN=C2N1N=C(C=C2)C=2C1=C(N=C(N2)NC2CCOCC2)NC=C1 (3-chloroimidazo[1,2-b]pyridazin-6-yl)-N-(tetrahydro-2H-pyran-4-yl)-7H-pyrrolo[2,3-d]pyrimidin-2-amine